F[C@H]1[C@@H](CC[C@@H](C1)N(C)C)NC1=C2C=C(N(C2=CC=C1)CC(F)(F)F)C#CCNC1=C(C=C(C=C1)S(=O)(=O)C)OC (1R,2R,4S)-2-fluoro-N1-(2-(3-((2-methoxy-4-(methylsulfonyl)phenyl)amino)prop-1-yn-1-yl)-1-(2,2,2-trifluoro-ethyl)-1H-indol-4-yl)-N4,N4-dimethylcyclohexane-1,4-diamine